C1(=CC=CC=C1)C1=CN=C(O1)C=O 5-PHENYL-OXAZOLE-2-CARBALDEHYDE